3-((2-(4-methoxyphenyl)-2,3-dihydrobenzo[b][1,4]dioxin-6-yl)methyl)-6-(1-methyl-1H-pyrazol-4-yl)-3H-imidazo[4,5-b]pyridine COC1=CC=C(C=C1)C1COC2=C(O1)C=CC(=C2)CN2C=NC=1C2=NC=C(C1)C=1C=NN(C1)C